FC=1OC=CC1 Fluorofuran